CCCCC(C(CCCC)C(=O)[O-])C(=O)[O-] 5,6-decanedicarboxylate